N-(3-(4-amino-7-(cis-3-(azetidin-1-ylmethyl)cyclobutyl)-7H-pyrrolo[2,3-d]pyrimidin-5-yl)-5-chlorobenzyl)methanesulfonamide NC=1C2=C(N=CN1)N(C=C2C=2C=C(CNS(=O)(=O)C)C=C(C2)Cl)[C@@H]2C[C@@H](C2)CN2CCC2